3,5-bistrifluoromethyl-phenylhydrazine FC(C=1C=C(C=C(C1)C(F)(F)F)NN)(F)F